(4-methylthiazol-2-yl)benzo[d]isothiazol-3(2H)-one CC=1N=C(SC1)N1SC2=C(C1=O)C=CC=C2